(S,E)-6-(4-(dimethylamino)but-2-enoyl)-4-(2-(1-ethyl-3-(trifluoromethyl)-1H-pyrazol-4-yl)-3-fluorophenyl)-3-methyl-4,5,6,7-tetrahydrothieno[2,3-c]pyridine-2-carbonitrile CN(C/C=C/C(=O)N1CC2=C([C@@H](C1)C1=C(C(=CC=C1)F)C=1C(=NN(C1)CC)C(F)(F)F)C(=C(S2)C#N)C)C